CC=1C=C(C=CC1C=1C=NC=CC1)NC(C[C@H]1C[C@H](N(C1)C=1C2=C(N=C(N1)C)C1=C(O2)C=CC=C1)C(=O)O)=O (2S,4R)-4-(2-((3-methyl-4-(pyridin-3-yl)phenyl)amino)-2-oxoethyl)-1-(2-methylbenzofuro[3,2-d]pyrimidin-4-yl)pyrrolidine-2-carboxylic acid